N-(2-(neo-pentoxy)ethyl)-3-morpholinopropan-1-amine C(C(C)(C)C)OCCNCCCN1CCOCC1